3-(2,7-dichloro-8-fluoropyrido[4,3-d]pyrimidin-4-yl)-3,9-diazabicyclo[4.2.1]nonane-9-carboxylic acid tert-butyl ester C(C)(C)(C)OC(=O)N1C2CN(CCC1CC2)C=2C1=C(N=C(N2)Cl)C(=C(N=C1)Cl)F